3-bromo-2-bromomethyl-1-propene BrCC(=C)CBr